3-chloro-4-[[(6-chloropyridin-3-yl)methyl](2,2-difluoroethyl)amino]furan-2(5H)-one ClC=1C(OCC1N(CC(F)F)CC=1C=NC(=CC1)Cl)=O